NC1=NC=2C=CC(=CC2C2=C1COC2)C(=O)Cl 4-amino-1,3-dihydrofurano[3,4-c]quinolin-8-carbonyl chloride